ClC1=C(C=CC=C1)[C@@H]1N(CCCCC1)C1=NC(=NC(=C1)CC)N |r| (+/-)-4-(2-(2-chlorophenyl)azepan-1-yl)-6-ethylpyrimidin-2-amine